N,N'-bis(4-t-butylphenyl)benzoylhydrazine (R,Z)-2-(Trimethylsilyl)ethyl-3-(2,2,5,5-tetramethyl-1,3-dioxane-4-carboxamido)acrylate C[Si](CCOC(\C=C/NC(=O)[C@@H]1OC(OCC1(C)C)(C)C)=O)(C)C.C(C)(C)(C)C1=CC=C(C=C1)N(NC1=CC=C(C=C1)C(C)(C)C)C(C1=CC=CC=C1)=O